Cl.NCC=1C=C2CN(C(C2=CC1)=O)C1C(NC(CC1)=O)=O 3-[5-(aminomethyl)-1-oxo-2,3-dihydro-1H-isoindol-2-yl]piperidine-2,6-dione hydrochloride